[Si](C)(C)(C(C)(C)C)OC=1CC[C@H]2CN(CC21)C(=O)C=2SC(=CC2)C [(R)-4-[tert-butyl(dimethyl)silyl]oxy-3,5,6,6a-tetrahydro-1H-cyclopenta[c]pyrrol-2-yl]-(5-methyl-2-thienyl)methanone